C(C)(C)(C)OC(=O)N1C(=CC2=CC=C(C=C12)CN1C(C2=CN=CC(=C2C=C1)C1CC1)=O)CCN(C1CCCCC1)C(=O)OC(C)(C)C.FC(CN(C(C)=O)CC(F)F)F N,N-bis(difluoroethyl)acetamide tert-butyl-2-[2-[tert-butoxycarbonyl(cyclohexyl)amino]ethyl]-6-[(5-cyclopropyl-1-oxo-2,7-naphthyridin-2-yl)methyl]indole-1-carboxylate